bis-(triphenylsilyl) chromate [Cr](=O)(=O)(O[Si](C1=CC=CC=C1)(C1=CC=CC=C1)C1=CC=CC=C1)O[Si](C1=CC=CC=C1)(C1=CC=CC=C1)C1=CC=CC=C1